C(C#C)C1CCN(CC1)C(=O)N 4-(prop-2-yn-1-yl)piperidine-1-carboxamide